FC(C1=CC=C(C(N1)=O)C(=O)NC1C2=CC=C(C=C2OC=2C=C(C=CC12)C)C)F 6-(difluoromethyl)-N-(3,6-dimethyl-9H-xanthen-9-yl)-2-oxo-1,2-dihydropyridine-3-carboxamide